Methyl 2-(4-cyclopropyl-5-methoxy-2-oxo-1H-1,6-naphthyridin-3-yl)propanoate C1(CC1)C1=C(C(NC2=CC=NC(=C12)OC)=O)C(C(=O)OC)C